4-(6-carbamoyl-1-methyl-1H-indol-4-yl)pyrimidine-5-carboxylic acid isopropyl ester C(C)(C)OC(=O)C=1C(=NC=NC1)C1=C2C=CN(C2=CC(=C1)C(N)=O)C